diallyl sulfide C(C=C)SCC=C